(S)-N-(2,6-dimethylpyrimidin-4-yl)-5-[5-[(5,5-dimethyltetrahydrofuran-3-yl)methoxy]-2-methyl-4-pyridyl]pyrazolo[1,5-a]pyridin-2-amine CC1=NC(=CC(=N1)NC1=NN2C(C=C(C=C2)C2=CC(=NC=C2OC[C@@H]2COC(C2)(C)C)C)=C1)C